C(\C=C\CCCCCCCCC)(=O)O trans-Dodec-2-enoic acid